C(C)N(C(=O)C1=C(C=CC(=C1)F)C=1C=2N(C=C(C1)C1CN(CC1)C(=O)OC(C)(C)C)C(=NN2)C)C(C)C tert-Butyl 3-(8-{2-[ethyl(isopropyl)carbamoyl]-4-fluorophenyl}-3-methyl-[1,2,4]triazolo[4,3-a]pyridin-6-yl)pyrrolidine-1-carboxylate